6-[3-(2,5-dichloropyrimidin-4-yl)phenyl]-1H-pyridin-2-one ClC1=NC=C(C(=N1)C=1C=C(C=CC1)C1=CC=CC(N1)=O)Cl